1-(4-methoxybenzyl)-4-phenylpyrrolidin-2-one COC1=CC=C(CN2C(CC(C2)C2=CC=CC=C2)=O)C=C1